C(C)(C)(C)C=1C=CC=C(C1C(=O)O)O 6-tert-butyl-salicylic acid